NC=1N=CN(C(C1C(=O)NC=1C=NC=C(C1)[C@@H](C)N)=O)C1=C(C=C(C=C1C)[C@H](C)OC)C 4-amino-N-(5-((R)-1-aminoethyl)pyridin-3-yl)-1-(4-((S)-1-methoxyethyl)-2,6-dimethylphenyl)-6-oxo-1,6-dihydropyrimidine-5-carboxamide